(S)-8-bromo-N-(7-(pyrrolidin-1-yl)-6,7,8,9-tetrahydro-5H-benzo[7]annulen-2-yl)quinazolin-2-amine BrC=1C=CC=C2C=NC(=NC12)NC=1C=CC2=C(CC[C@H](CC2)N2CCCC2)C1